NC1=NC=2C=NC(=CC2C2=C1COC2)C(=O)N2[C@H](COC[C@H]2C)C=2C=NC(=CC2)OC(F)F (4-amino-1,3-dihydrofuro[3,4-c][1,7]naphthyridin-8-yl)((3S,5R)-3-(6-(difluoromethoxy)-3-pyridinyl)-5-methyl-4-morpholinyl)methanone